[N+](=[N-])=C(/C(=C/C(=O)OC)/C(F)(F)F)C(=O)OCC 5-ethyl 1-methyl (Z)-4-diazo-3-(trifluoromethyl)pent-2-enedioate